N-(((2-chloro-9-((1S,2R,3S,4R,5R)-3,4-dihydroxybicyclo[3.1.0]hexan-2-yl)-9H-purin-6-yl)(dicyclopropylmethyl)amino)methyl)benzamide ClC1=NC(=C2N=CN(C2=N1)[C@@H]1[C@H]2C[C@H]2[C@H]([C@H]1O)O)N(C(C1CC1)C1CC1)CNC(C1=CC=CC=C1)=O